tert-butyl ((3-aminopyridin-4-yl)methyl)carbamate NC=1C=NC=CC1CNC(OC(C)(C)C)=O